O=C1NC(CCC1N1C(C2=CC=C(C=C2C1=O)N1CCC(CC1)NCC1CCN(CC1)C1=CC=C(C=C1)\C(=C(/CC)\C1=CC=CC=C1)\C1=CC=C(C=C1)B(O)O)=O)=O (E)-(4-(1-(4-(4-(((1-(2-(2,6-dioxopiperidin-3-yl)-1,3-dioxoisoindolin-5-yl)piperidin-4-yl)amino)methyl)piperidin-1-yl)phenyl)-2-phenylbut-1-en-1-yl)phenyl)boronic acid